5-aminopyrido[4,3-c][1,7]naphthyridine-9-carboxylic acid NC1=NC=2C=NC(=CC2C2=C1C=CN=C2)C(=O)O